6-chloro-4-(trifluoromethyl)pyridinecarbonitrile ClC1=CC(=CC(=N1)C#N)C(F)(F)F